potassium 2,2,2-trifluoroethyl fluorophosphate P(=O)(OCC(F)(F)F)([O-])F.[K+]